sodium tetracyanonickelate [C-]#N.[C-]#N.[C-]#N.[C-]#N.[Na].[Ni]